5-[(5-methylpyrazin-2-yl)amino]-2-{3-[(3S)-3-(prop-2-yl)piperazin-1-yl]-1,2,4-triazin-6-yl}pyridin-3-ol CC=1N=CC(=NC1)NC=1C=C(C(=NC1)C1=CN=C(N=N1)N1C[C@@H](NCC1)C(C)C)O